C(C)(C)OC=1C=CC(=NC1)C(=O)NNC(N)=N 2-(5-isopropoxypicolinoyl)hydrazinecarboximidamide